tert-butyl (3-((4R,5S)-7-ethyl-6-oxo-1-phenyl-5-(3-(trifluoromethyl)benzamido)-4,5,6,7-tetrahydro-1H-pyrazolo[3,4-b]pyridin-4-yl)benzyl)carbamate C(C)N1C2=C([C@H]([C@@H](C1=O)NC(C1=CC(=CC=C1)C(F)(F)F)=O)C=1C=C(CNC(OC(C)(C)C)=O)C=CC1)C=NN2C2=CC=CC=C2